CC(C[C@H](NC(C(C(NC1=CC=CC=C1)=O)C)=O)OB(O)O)C ((1R)-3-methyl-1-(2-methyl-3-oxo-3-(phenylamino)propionamido)butyl)boric acid